5-Bromo-4-cyclopropyl-6-(trifluoromethyl)pyrimidine BrC=1C(=NC=NC1C(F)(F)F)C1CC1